6-bromobenzo[d]isoxazole BrC1=CC2=C(C=NO2)C=C1